tert-butyl (2S,6R)-2,6-dimethyl-4-(6-pyrazolo[1,5-a]pyridin-3-yl-2-pyridyl)-piperazine-1-carboxylate C[C@@H]1N([C@@H](CN(C1)C1=NC(=CC=C1)C=1C=NN2C1C=CC=C2)C)C(=O)OC(C)(C)C